methyl 3-((4-bromophenyl) (methyl) amino)-2-methyl-3-oxopropionate BrC1=CC=C(C=C1)N(C(C(C(=O)OC)C)=O)C